FC([C@@H]1NCCNC1)(F)F (R)-2-trifluoromethylpiperazine